bipyridyl platinum bisphosphonate P([O-])([O-])=O.P([O-])([O-])=O.[Pt+4].N1=C(C=CC=C1)C1=NC=CC=C1